(S)-4-(3-chloro-2-fluorophenyl)oxazolidin-2-one ClC=1C(=C(C=CC1)[C@@H]1NC(OC1)=O)F